2-(3-(4-Methoxybenzyl)-1-methyl-1H-1,2,4-triazol-5-yl)morpholin COC1=CC=C(CC2=NN(C(=N2)C2CNCCO2)C)C=C1